BrC=1C=CC2=C(C(=NCC=3N2C(=NN3)C=3N=NC=CC3)C3=C(C=CC=C3F)F)C1Cl 8-Bromo-7-chloro-6-(2,6-difluorophenyl)-1-pyridazin-3-yl-4H-[1,2,4]triazolo[4,3-a][1,4]benzodiazepin